C1(CC1)C1=NC=NC(=C1C1=NC=C2C(=N1)N(N=C2)CC2=CC=C(C=C2)C=2N(C=C(N2)C(F)(F)F)C2CN(C2)C)OC 6-(4-cyclopropyl-6-methoxypyrimidin-5-yl)-1-(4-(1-(1-methylazetidin-3-yl)-4-(trifluoromethyl)-1H-imidazol-2-yl)benzyl)-1H-pyrazolo[3,4-d]pyrimidine